C1(CCC1)N1N=C(C=C1)S(=O)(=O)NC(NC1=C2CCCC2=CC(=C1C1=CC=2N(C=C1)N=CC2)C)=O 1-cyclobutyl-N-((6-methyl-5-(pyrazolo[1,5-a]pyridin-5-yl)-2,3-dihydro-1H-inden-4-yl)carbamoyl)-1H-pyrazole-3-sulfonamide